3-(5-(azetidin-3-ylamino)-1-oxoisoindolin-2-yl)piperidine-2,6-dione N1CC(C1)NC=1C=C2CN(C(C2=CC1)=O)C1C(NC(CC1)=O)=O